FC1=C(C=C(C=C1)C1=C(C=CC=C1)N1CCC(CC1)C1=C(N=CN1COCC[Si](C)(C)C)C)C 1-(4'-fluoro-3'-methyl-[1,1'-biphenyl]-2-yl)-4-(4-methyl-1-((2-(trimethylsilyl)ethoxy)methyl)-1H-imidazol-5-yl)piperidine